butan-3-carboxamide CCC(C)C(=O)N